linalyl acetate (ETHYL CINNAMATE) C(C)C(C(=O)O)=CC1=CC=CC=C1.C(C)(=O)OC(C)(C=C)CCC=C(C)C